ClC=1C=C(\C=C/2\C(N(C(C2)=O)CCCCCCC(=O)OCC)=O)C=CC1Cl ethyl (E)-7-(3-(3,4-dichlorobenzylidene)-2,5-dioxopyrrolidinyl)heptanoate